CC1(COC(OC1)C1=CC=C(C=C1)B1OC(C(O1)(C)C)(C)C)C 2-(4-(5,5-dimethyl-1,3-dioxan-2-yl)phenyl)-4,4,5,5-tetramethyl-1,3,2-dioxaborolane